BrC1=C2C=NN(C2=CC2=C1C(C(C2(C)C)(F)F)C)C2OCCCC2 4-bromo-6,6-difluoro-5,7,7-trimethyl-1-(tetrahydro-2H-pyran-2-yl)-1,5,6,7-tetrahydrocyclopenta[f]indazole